4-Cyano-N-[2-(4,4-dimethylcyclohexen-1-yl)-6-[2,2,6,6-tetrakis(trideuteriomethyl)tetrahydropyran-4-yl]-3-pyridyl]-1H-imidazole-2-carboxamide C(#N)C=1N=C(NC1)C(=O)NC=1C(=NC(=CC1)C1CC(OC(C1)(C([2H])([2H])[2H])C([2H])([2H])[2H])(C([2H])([2H])[2H])C([2H])([2H])[2H])C1=CCC(CC1)(C)C